S1C=C(C=C1)C(=O)NC=1C=C2C(=CNC2=CC1)C1CCN(CC1)CCCC 5-(3-thienoyl)amino-3-(1-butylpiperidin-4-yl)-1H-indole